2'-Hydroxy-beta-(4-(phenylethynyl)phenyl)acrylophenone OC1=C(C=CC=C1)C(C=CC1=CC=C(C=C1)C#CC1=CC=CC=C1)=O